ClC=1C(N(C(=CC1OCC1=NC=C(C=C1F)F)C)C1=CC(=NC=C1C)C1=NC(=NC=C1)C(C)(C)O)=O (M)-3-chloro-4-((3,5-difluoropyridin-2-yl)methoxy)-2'-(2-(2-hydroxypropan-2-yl)pyrimidin-4-yl)-5',6-dimethyl-2H-[1,4'-bipyridinyl]-2-one